Ethyl 7-bromo-4-fluoropyrazolo[1,5-a]pyridine-3-carboxylate BrC1=CC=C(C=2N1N=CC2C(=O)OCC)F